(S)-N-(1-(5-(3-cyano-6-ethoxypyrazolo[1,5-a]pyridin-4-yl)pyridin-2-yl)-4-methylpiperidin-4-yl)-1-methylazetidine-2-carboxamide C(#N)C=1C=NN2C1C(=CC(=C2)OCC)C=2C=CC(=NC2)N2CCC(CC2)(C)NC(=O)[C@H]2N(CC2)C